C(C)C1=CC=C(C=C1)C=1NC(=NN1)S(=O)(=O)C(C(=O)C1=CC(=CC=C1)F)C 2-{[5-(4-ethylphenyl)-4H-1,2,4-triazol-3-yl]sulfonyl}-1-(3-fluorophenyl)propan-1-one